O[C@@H]1[C@H](N(C(C1)=O)C1=NC(=CC(=C1)C(F)(F)F)C)C(=O)N(C=1C=C(C=CC1)C)C (2S,3S)-3-hydroxy-N-methyl-1-[6-methyl-4-(trifluoromethyl)-2-pyridyl]-N-(m-tolyl)-5-oxo-pyrrolidine-2-carboxamide